NC1=CC=C(C=C1)N1CC2C(C1)CN(C2)C(=O)OC(C)(C)C tert-butyl 5-(4-aminophenyl)-hexahydropyrrolo[3,4-c]pyrrole-2-carboxylate